FC1=C(C2=C(C(=N1)OC)N=C(S2)NC(=O)N2CC1(CC2)COCCC1)N1CCOCC1 7-Oxa-2-aza-spiro[4.5]decane-2-carboxylic acid (6-fluoro-4-methoxy-7-morpholin-4-yl-thiazolo[4,5-c]pyridin-2-yl)-amide